FC1=C(C(=CC=C1)OC)C=1C=C2/C(/C(NC2=CC1)=O)=C(\CC)/NC=1C=NN(C1)C (Z)-5-(2-Fluoro-6-methoxyphenyl)-3-(1-((1-methyl-1H-pyrazol-4-yl)amino)propylidene)indolin-2-one